(E)-5-(1-(but-2-en-1-yl)-3-(trifluoromethyl)-1H-pyrazol-4-yl)-N-(3-chloro-4-(4-(piperidine-4-carbonyl)piperazine-1-carbonyl)phenyl)-1-methyl-1H-imidazole-2-carboxamide hydrochloride Cl.C(\C=C\C)N1N=C(C(=C1)C1=CN=C(N1C)C(=O)NC1=CC(=C(C=C1)C(=O)N1CCN(CC1)C(=O)C1CCNCC1)Cl)C(F)(F)F